N[C@@H](C)C(=O)OC(CCCCCCC)CCCCCCC pentadecan-8-yl L-alaninate